Thiosulfate pentahydrate O.O.O.O.O.S(=S)(=O)(O)O